C1(CC1)CN1C(=NC=C1C1=CC=CC=C1)C1=NC2=C(N1C)C=CC(=C2)C(=O)N2C[C@@H](CCC2)N (3R)-1-{2-[1-(Cyclopropylmethyl)-5-phenyl-1H-imidazol-2-yl]-1-methyl-1H-1,3-benzodiazole-5-carbonyl}piperidin-3-amine